((2r,4S,5r)-4-amino-5-phenoxytetrahydro-2H-pyran-2-yl)((S)-1-(4-fluorophenyl)-3,4-dihydroisoquinolin-2(1H)-yl)methanone N[C@H]1C[C@@H](OC[C@@H]1OC1=CC=CC=C1)C(=O)N1[C@H](C2=CC=CC=C2CC1)C1=CC=C(C=C1)F